tert-butyl N-tert-butoxycarbonyl-N-(9-oxononyl)carbamate C(C)(C)(C)OC(=O)N(C(OC(C)(C)C)=O)CCCCCCCCC=O